(S)-1-(4-fluorobenzyl)-N-(2,3,4-trimethyl-5-oxo-5,6,7,8-tetrahydro-4H-pyrazolo[1,5-a][1,3]diazepin-6-yl)-1H-1,2,4-triazole-3-carboxamide FC1=CC=C(CN2N=C(N=C2)C(=O)N[C@@H]2C(N(C=3N(CC2)N=C(C3C)C)C)=O)C=C1